1-(3-(5-fluoro-2-(3-(trifluoromethoxy)phenylamino)pyrimidin-4-ylamino)phenyl)-2-methylprop-2-en-1-one FC=1C(=NC(=NC1)NC1=CC(=CC=C1)OC(F)(F)F)NC=1C=C(C=CC1)C(C(=C)C)=O